6-(2,2-difluoroethoxy)-4-(6-(difluoromethyl)pyridin-3-yl)-2-(1-methyl-6-oxo-1,6-dihydropyridin-3-yl)pyrido[3,2-c]pyridazin-3(2H)-one FC(COC=1C=CC2=NN(C(C(=C2N1)C=1C=NC(=CC1)C(F)F)=O)C1=CN(C(C=C1)=O)C)F